C(C1=CC=CC=C1)C=1N(C(N(C1)C1CCN(CC1)C)=O)CC1=CC=C(C=C1)OCC(C)C 4-benzyl-3-(4-isobutoxybenzyl)-1-(1-methylpiperidin-4-yl)-1,3-dihydro-2H-imidazole-2-one